2-[4-[4-(azetidin-3-yl)-1-oxo-2H-phthalazin-6-yl]-2-methyl-pyrazol-3-yl]benzothiophene-3-carbonitrile N1CC(C1)C1=NNC(C2=CC=C(C=C12)C1=C(N(N=C1)C)C=1SC2=C(C1C#N)C=CC=C2)=O